BrC=1C=CC(=NC1)N(C1=NN(C(=N1)SC)C)C 5-bromo-N-methyl-N-(1-methyl-5-(methylthio)-1H-1,2,4-triazol-3-yl)pyridin-2-amine